NC=1N=C(C(=C2C=C(N=CC12)NC(=O)[C@H]1[C@@H](C1)C=1C=NNC1)F)C=1C=NC=CC1C |r| (±)-trans-N-(8-amino-5-fluoro-6-(4-methylpyridin-3-yl)-2,7-naphthyridin-3-yl)-2-(1H-pyrazol-4-yl)cyclopropanecarboxamide